1-Chloro-4-prop-2-ynoxy-benzene ClC1=CC=C(C=C1)OCC#C